guanidino-acetic acid N(C(=N)N)CC(=O)O